5-((2,2-dimethyl-3,3-diphenyl-4,7,10-trioxa-3-siladodecan-12-yl)oxy)-2-(2,6-dioxopiperidin-3-yl)isoindoline-1,3-dione CC(C)([Si](OCCOCCOCCOC=1C=C2C(N(C(C2=CC1)=O)C1C(NC(CC1)=O)=O)=O)(C1=CC=CC=C1)C1=CC=CC=C1)C